dioleoyl-SN-glycero-3-phosphoethanolamine CCCCCCCC/C=C\CCCCCCCC(=O)N(C(=O)CCCCCCC/C=C\CCCCCCCC)CCOP(=O)(OC[C@H](O)CO)O